(1-hydroxy-1-methyl-pentyl)androsta-5-en-3β-ol OC(CCCC)(C)C[C@@]12CCC[C@H]1[C@@H]1CC=C3C[C@H](CC[C@]3(C)[C@H]1CC2)O